nickel-lead [Pb].[Ni]